1-((3,3-Difluoro-1-methylcyclobutyl)methyl)-3-(1-fluorocyclopropyl)-N-(2-(S-methylsulfonimidoyl)pyridin-4-yl)-4-(trifluoromethyl)-1H-pyrazole-5-carboxamide FC1(CC(C1)(C)CN1N=C(C(=C1C(=O)NC1=CC(=NC=C1)S(=O)(=N)C)C(F)(F)F)C1(CC1)F)F